[4-(3-Pyridinyl)phenyl]boronic acid N1=CC(=CC=C1)C1=CC=C(C=C1)B(O)O